Tetrahydroquinaldine N1C(C)CCC2=CC=CC=C12